tert-Butyl 2-chloro-1-methyl-1H-pyrrolo[2,3-b]pyridine-3-carboxylate ClC1=C(C=2C(=NC=CC2)N1C)C(=O)OC(C)(C)C